2-(6-bromo-1H-indol-1-yl)-N,N-dimethylethan-1-amine BrC1=CC=C2C=CN(C2=C1)CCN(C)C